ClC1=C(C=C(C=C1)C1=CC=CC=C1)O 4-chloro-[1,1'-biphenyl]-3-ol